N1(C=CC=C1)C1=CC=C(C=C1)C(C)NC(C)=O N-{1-[4-(1H-pyrrol-1-yl)phenyl]ethyl}acetamide